4-oxo-6-(2-(pyrimidin-2-yl)cyclobutyl)-1-(1-(2-(trifluoromethyl)pyrimidin-5-yl)ethyl)-4,5-dihydro-1H-pyrazolo[3,4-d]pyrimidine-3-carbonitrile O=C1C2=C(N=C(N1)C1C(CC1)C1=NC=CC=N1)N(N=C2C#N)C(C)C=2C=NC(=NC2)C(F)(F)F